C1(=CC=CC=C1)C#CC(C#C[Si](C)(C)C)(O)C1=CC=CC=C1 1,3-Diphenyl-5-(trimethylsilyl)pentane-1,4-diyn-3-ol